OC(CCCCCCCCCCC(=O)O)CCCCCCCCCCC 12-Hydroxy-tricosanoic acid